1-(9-Benzyl-1-methyl-beta-carbolin-6-yl)-3-(4-fluorophenyl)thiourea C(C1=CC=CC=C1)N1C2=CC=C(C=C2C=2C=CN=C(C12)C)NC(=S)NC1=CC=C(C=C1)F